FC=1C(=CC=C2N=CC(=NC12)C=1C=NN(C1)CC1CCN(CC1)C(=O)OC(C)(C)C)OC1=CC2=C(N=C(N2COCC[Si](C)(C)C)C)C=C1 tert-butyl 4-[[4-[8-fluoro-7-[2-methyl-3-(2-trimethylsilylethoxymethyl) benzimidazol-5-yl]oxy-quinoxalin-2-yl]pyrazol-1-yl]methyl]-piperidine-1-carboxylate